2-(4-(4-(5-sulfamoylpyrimidin-2-yl)piperazine-1-carbonyl)phenyl)-1H-benzo[d]imidazole-4-carboxamide S(N)(=O)(=O)C=1C=NC(=NC1)N1CCN(CC1)C(=O)C1=CC=C(C=C1)C1=NC2=C(N1)C=CC=C2C(=O)N